SCCOC(CCS)=O.C1(CC1)OC=1C(=CC(=NC1)NC(C)=O)NC1=NC(=NC=C1)C(C)(F)F N-(5-cyclopropoxy-4-((2-(1,1-difluoroethyl)pyrimidin-4-yl)amino)pyridin-2-yl)acetamide 2-mercaptoethyl-3-mercaptopropionate